ClC1=CC(=C(CNC(=O)[C@]2(C=3C=CC=NC3C(CC2)=C)F)C=C1)F (S)-N-(4-chloro-2-fluoro-benzyl)-5-fluoro-8-methylene-5,6,7,8-tetrahydroquinoline-5-carboxamide